2,4,6-trichlorotrichlorotoluene ClC1=C(C(Cl)(Cl)Cl)C(=CC(=C1)Cl)Cl